COC=1C=C(C=NC1)C1=NC=CC=C1 5'-methoxy-[2,3'-bipyridin]